4H-cyclopenta[d]pyrimidine N=1C=NCC=2C1C=CC2